3H-2-benzofuran-1-one C1(OCC2=C1C=CC=C2)=O